6-{[(1R)-1-(4-chlorophenyl)-7-fluoro-5-[1-(1-methyl-1H-pyrazol-4-yl)ethenyl]-3-oxo-1-[(3S)-oxocyclopent-3-yloxy]-2,3-dihydro-1H-isoindol-2-yl]Methyl}pyridine-3-carbonitrile ClC1=CC=C(C=C1)[C@@]1(N(C(C2=CC(=CC(=C12)F)C(=C)C=1C=NN(C1)C)=O)CC1=CC=C(C=N1)C#N)O[C@@H]1CC(CC1)=O